1-isopropylquinoxalin-2(1H)-one C(C)(C)N1C(C=NC2=CC=CC=C12)=O